FC(CCC(C(C=C)C)N)(F)F 7,7,7-trifluoro-3-methylhept-1-en-4-amine